C1(=CC=CC=C1)[Si](O[SiH](C)C)(O[SiH](C)C)O[SiH](C)C phenyl-tris(dimethylsiloxy)silane